(3-fluoro-5-methylphenyl)(2,4,6-trimethylphenyl)iodanium trifluoromethanesulfonate FC(S(=O)(=O)[O-])(F)F.FC=1C=C(C=C(C1)C)[I+]C1=C(C=C(C=C1C)C)C